2-Bromo-N-[3-(2-[18F]fluoropyridin-3-yloxy)propyl]acetamide BrCC(=O)NCCCOC=1C(=NC=CC1)[18F]